heptadecan-9-yl 8-((4-hydroxybutyl)(6-(((nonyloxy)carbonyl)oxy)hexyl)amino)octanoate OCCCCN(CCCCCCCC(=O)OC(CCCCCCCC)CCCCCCCC)CCCCCCOC(=O)OCCCCCCCCC